FC(C=1C=C(C=NC1)S(=O)(=O)N)F 5-(difluoromethyl)pyridine-3-sulfonamide